6-(2H-benzotriazole-2-yl)-4-(1,1,3,3-tetramethylbutyl)-phenol N=1N(N=C2C1C=CC=C2)C2=CC(=CC=C2O)C(CC(C)(C)C)(C)C